(3-acetyl-5-(2-fluoropyrimidin-5-yl)-1H-indazol-1-yl)acetic acid C(C)(=O)C1=NN(C2=CC=C(C=C12)C=1C=NC(=NC1)F)CC(=O)O